CN(C1=CC=C(C=C1)/C=C/C(=O)C1=C(C=C(C=C1OCC=C(C)C)OC=C(C)C)O)C (E)-3-[4-(Dimethylamino)phenyl]-1-[2-hydroxy-6-(3-methylbut-2-enoxy)-4-(2-methylprop-1-enoxy)phenyl]prop-2-en-1-one